C(#N)C1=CC=C(C=C1)N1N=C(C=C1C=1C=C2C=NN(C2=CC1)C)C(=O)N[C@H]1CNCC1 1-(4-cyanophenyl)-5-(1-methylindazol-5-yl)-N-[(3R)-pyrrolidin-3-yl]pyrazole-3-carboxamide